N-(3-methoxy-4-(3-methyl-6-(pyrazolo[1,5-a]pyrimidin-3-yl)-1H-pyrazolo[4,3-c]pyridin-1-yl)phenyl)tetrahydrofuran-3-sulfonamide COC=1C=C(C=CC1N1N=C(C=2C=NC(=CC21)C=2C=NN1C2N=CC=C1)C)NS(=O)(=O)C1COCC1